(2S)-2-[(3R)-1-tert-Butoxycarbonylpyrrolidin-3-yl]-3-(3-cyanophenyl)propionic acid C(C)(C)(C)OC(=O)N1C[C@H](CC1)[C@@H](C(=O)O)CC1=CC(=CC=C1)C#N